9-(2-(cyclopropylamino)pyrimidin-5-yl)-6,7-dimethoxynaphtho[2,3-c]furan-1(3H)-one C1(CC1)NC1=NC=C(C=N1)C1=C2C=C(C(=CC2=CC2=C1C(OC2)=O)OC)OC